4-(dodecyloxy)benzoic acid C(CCCCCCCCCCC)OC1=CC=C(C(=O)O)C=C1